5-(1-bromoethyl)-3-(4-fluorophenyl)-2,7-dimethylisoquinolin-1(2H)-one BrC(C)C1=C2C=C(N(C(C2=CC(=C1)C)=O)C)C1=CC=C(C=C1)F